(R)-5-[[4-[2-[5-(S)-(1-hydroxyethyl)pyridin-2-yl]ethoxy]phenyl]methyl]-1,3-thiazolidine-2,4-dione OC(C)C=1C=CC(=NC1)CCOC1=CC=C(C=C1)C[C@@H]1C(NC(S1)=O)=O